O1CCC(CC1)OC1=CC=C(C=N1)NC1=NC(=NC=C1)C#N 4-[(6-tetrahydropyran-4-yloxy-3-pyridyl)amino]pyrimidine-2-carbonitrile